C(C)(C)(C)OC(NC(COCC(=O)C1=CC=C(C=C1)F)(C)C)=O.FC1=CC=C(C=C1)C1COCC(N1C(=O)NCCCCC)(C)C 5-(4-Fluorophenyl)-3,3-dimethyl-N-pentylmorpholine-4-carboxamide tert-Butyl-N-[2-[2-(4-fluorophenyl)-2-oxoethoxy]-1,1-dimethylethyl]carbamate